5-[6-benzyloxy-3-[2-[(1S,5R,6S)-3-ethylsulfonyl-3-azabicyclo[3.1.0]hexan-6-yl]ethynyl]-2-fluoro-phenyl]-1,1-dioxo-1,2,5-thiadiazolidin-3-one C(C1=CC=CC=C1)OC1=CC=C(C(=C1N1CC(NS1(=O)=O)=O)F)C#CC1[C@H]2CN(C[C@@H]12)S(=O)(=O)CC